CN(C)CC1(CC1)COC1=NC2=C(C(=CC=C2C(=N1)N1CC2(CC(N2)=O)CCC1)C1=CC(=CC2=CC=C(C(=C12)CC)F)O)F 6-(2-((1-((dimethylamino)methyl)cyclopropyl)methoxy)-7-(8-ethyl-7-fluoro-3-hydroxynaphthalen-1-yl)-8-fluoroquinazolin-4-yl)-1,6-diazaspiro[3.5]nonan-2-one